O=C1NC(CCC1N1C(C2=CC=C(C=C2C1)CN1CCN(CC1)C=1C(=CC2=C(C(C=3NC4=CC(=CC=C4C3C2=O)C#N)(C)C)C1)CC)=O)=O 8-(4-((2-(2,6-dioxopiperidin-3-yl)-1-oxoisoindolin-5-yl)methyl)piperazin-1-yl)-9-ethyl-6,6-dimethyl-11-oxo-6,11-dihydro-5H-benzo[b]carbazole-3-carbonitrile